ClC=1C(=CC(=NC1)C)C1=CC(=NN1)C(=O)N1CCC(CC1)C(=O)O 1-[5-(5-chloro-2-methylpyridin-4-yl)-1H-pyrazole-3-carbonyl]piperidine-4-carboxylic acid